N-{1-tert-butyl-3-[(1s,3r)-3-{[tert-butyl-(dimethyl)silyl]oxy}-cyclopentyl]-1H-pyrazol-5-yl}-2-(5-methyl-1,3-oxazol-2-yl)acetamide C(C)(C)(C)N1N=C(C=C1NC(CC=1OC(=CN1)C)=O)[C@@H]1C[C@@H](CC1)O[Si](C)(C)C(C)(C)C